2-Bromo-N-(5-(((tert-butyldimethylsilyl)oxy)methyl)-6-fluoro-2-methyl-1H-indol-7-yl)propionamide BrC(C(=O)NC=1C(=C(C=C2C=C(NC12)C)CO[Si](C)(C)C(C)(C)C)F)C